(2S)-2-[4-[(5R)-3-Bromo-4,5-dihydroisoxazol-5-yl]-1-piperidyl]-N-methyl-2-[4-(trifluoromethyl)phenyl]acetamide BrC1=NO[C@H](C1)C1CCN(CC1)[C@H](C(=O)NC)C1=CC=C(C=C1)C(F)(F)F